2,5-dicarboxy-3,4-dihydroxythiophene C(=O)(O)C=1SC(=C(C1O)O)C(=O)O